CCCCCCCCCCC[C@H](CC(=O)N[C@@H]1[C@H]([C@@H]([C@H](O[C@@H]1OP(=O)([O-])OP(=O)([O-])OC[C@@H]2[C@H]([C@H]([C@@H](O2)N3C=CC(=O)NC3=O)O)O)CO)O)OC(=O)C[C@@H](CCCCCCCCCCC)O)O The molecule is a nucleotide-sugar oxoanion arising from deprotonation of the free diphosphate OH groups of UDP-2,3-bis[(3R)-3-hydroxytetradecanoyl]-alpha-D-glucosamine; major species at pH 7.3. It is a conjugate base of an UDP-2,3-bis[(3R)-3-hydroxytetradecanoyl]-alpha-D-glucosamine.